OC=1C(=NC(=CC1)CCCCCN1CCN(CC1)C)C=O 3-hydroxy-6-(5-(4-methylpiperazin-1-yl)pentyl)pyridinecarbaldehyde